C(C1=CC=CC=C1)=NNC(=O)C=1OC2=C(N1)C=CC=C2 benzylidenebenzo[d]oxazole-2-carbohydrazide